FC1=CC=C(C[C@H]2C[C@@H](NC2)C(=O)N2C(C3CC3C2)C(=O)N)C=C1 3-((2R,4S)-4-(4-fluorobenzyl)pyrrolidine-2-carbonyl)-3-azabicyclo[3.1.0]hexane-2-carboxamide